ClC=1C=C2C(C(=CN(C2=CC1N1C(CC1)COC1=NC=CC=C1)C1(CC1)C)C(=O)O)=O 6-chloro-1-(1-methyl-cyclopropyl)-4-oxo-7-(2-((pyridin-2-yloxy)methyl)azetidin-1-yl)-1,4-dihydro-quinoline-3-carboxylic acid